C(=O)O.NC1CCN(CC1)CCOC=1C=C2C(N(C(C2=CC1)=O)C1C(NC(CC1)=O)=O)=O 5-[2-(4-aminopiperidin-1-yl)ethoxy]-2-(2,6-dioxopiperidin-3-yl)isoindole-1,3-dione formate